N-((1S,4S)-4-(2-oxa-6-azaspiro[3.3]heptan-6-yl)cyclohexyl)-2-(3-((2-(fluoromethoxy)-4-(methylsulfonyl)phenyl)amino)prop-1-yn-1-yl)-1-(2,2,2-trifluoro-ethyl)-1H-indol-4-amine C1OCC12CN(C2)C2CCC(CC2)NC=2C=1C=C(N(C1C=CC2)CC(F)(F)F)C#CCNC2=C(C=C(C=C2)S(=O)(=O)C)OCF